methyl 2-[1-(4-amino-2-fluoro-phenyl)-4-hydroxy-4-piperidyl]acetate NC1=CC(=C(C=C1)N1CCC(CC1)(O)CC(=O)OC)F